2-(cyclopropoxy)-4H-pyrrolo[2,3-d]thiazole-5-carboxylic acid C1(CC1)OC=1SC2=C(N1)NC(=C2)C(=O)O